1,3-bis[2-methyl-5-nitroimidazol-1-yl]propane CC=1N(C(=CN1)[N+](=O)[O-])CCCN1C(=NC=C1[N+](=O)[O-])C